CC1(C(C2=CC=C(C=C2C1)C1=CC(=NC=C1)C(F)(F)F)NC(O[C@@H]1CN2CCC1CC2)=O)C (S)-quinuclidin-3-yl (2,2-dimethyl-5-(2-(trifluoromethyl)pyridin-4-yl)-2,3-dihydro-1H-inden-1-yl)carbamat